perfluoro-1,4-phenylenebisphosphonate FC1=C(C(=C(C(=C1F)P([O-])([O-])=O)F)F)P([O-])([O-])=O